COC(=O)C1=C[C@H]([C@H]([C@@H](C1)OCC(=O)OC(C)(C)C)OCC(=O)OC(C)(C)C)OCC(=O)OC(C)(C)C tri-tert-butyl 2,2',2''-(((1R,2S,3R)-5-(methoxycarbonyl)cyclohex-4-ene-1,2,3-triyl)tris(oxy))triacetate